CC1OC(C(C(C(CC(CC(CN(C1)CCC)C)C)C)=O)(C)C)=O 2,6,8,10,12,12-hexamethyl-4-propyl-1-oxa-4-azacyclotridecane-11,13-dione